(6S,9S,12S)-6-(4-aminobutyl)-9-isobutyl-12-(methoxycarbonyl)-2,2-dimethyl-4,7,10-trioxo-3-oxa-5,8,11-triazatetradecan-14-oic acid NCCCC[C@H](NC(OC(C)(C)C)=O)C(N[C@H](C(N[C@@H](CC(=O)O)C(=O)OC)=O)CC(C)C)=O